(+)-1-amino-3,3-difluoro-2-(5-fluoro-6-(4-fluorophenyl)-4-(2-hydroxypropan-2-yl)pyridin-2-yl)butan-2-ol NCC(C(C)(F)F)(O)C1=NC(=C(C(=C1)C(C)(C)O)F)C1=CC=C(C=C1)F